N1(CCOCC1)C(=O)C=1C=C(C=CC1)N1N=NC(=C1)C=1C(NC2=CC=CC=C2C1)=O 3-{1-[3-(morpholine-4-carbonyl)-phenyl]-1H-[1,2,3]triazol-4-yl}-1H-quinolin-2-one